1,4-bis(3-bromophenyl)but-1,3-diyne BrC=1C=C(C=CC1)C#CC#CC1=CC(=CC=C1)Br